1-(thieno[2,3-b]pyridin-6-yl)ethan-1-one ethyl-1-(3-chloropyridin-2-yl)-3-((1,1-dioxidothietan-3-yl)oxy)-1H-pyrazole-5-carboxylate C(C)OC(=O)C1=CC(=NN1C1=NC=CC=C1Cl)OC1CS(C1)(=O)=O.S1C=CC=2C1=NC(=CC2)C(C)=O